NC1=C(C=C(C(=C1)Br)Cl)O 2-Amino-4-bromo-5-chlorophenol